COC1=NC(=CC=C1)N1C[C@@H](N([C@@H](C1)C)C)C 2-methoxy-6-((3S,5R)-3,4,5-trimethylpiperazin-1-yl)pyridine